FC1(CN(CC1)C=1C2=C(N=CN1)C1=C(S2)N=CC(=C1)C)F 4-(3,3-difluoropyrrolidin-1-yl)-8-methylpyrido[3',2':4,5]thieno[3,2-d]pyrimidine